CC=1C(=NC=C(C1)C)C(C)O 1-(3,5-dimethylpyridin-2-yl)ethan-1-ol